C(=O)(O)C1CC2=CC(=CC=C2CC1)OC1=C(C=CC=C1)C1=CC=C(C=C1)C(F)(F)F 2-carboxy-7-((4'-trifluoromethyl-[1,1'-biphenyl]-2-yl)oxy)-1,2,3,4-tetrahydronaphthalene